S1C(=NC=C1)C12CNCC2C1CO (1-(thiazol-2-yl)-3-azabicyclo[3.1.0]hex-6-yl)methanol